p-Tolyl 3-((2-oxo-2-((2-(phenylthio)phenyl)amino)ethyl)amino)benzoate O=C(CNC=1C=C(C(=O)OC2=CC=C(C=C2)C)C=CC1)NC1=C(C=CC=C1)SC1=CC=CC=C1